C1(=CC=CC=C1)C=1C=CC(=NC1)B(O)O 5-PHENYLPYRIDINE-2-BORONIC ACID